OC(C(=O)[O-])(O)C1=CC=CC=C1.[Na+] sodium hydroxymandelate